1-naphthylamide C1(=CC=CC2=CC=CC=C12)[NH-]